OC1=C(C=C(C=C1)C1=CC=C(C2=NN(N=C21)CCCCCCOC(C(=C)C)=O)C2=CC(=C(C=C2)O)C(C)C)C(C)C 4,7-bis(4-hydroxy-3-isopropylphenyl)-2-(6-methacryloxyhexyl)-2H-benzotriazole